3-hydroxy-7-phenylquinazoline-2,4(1H,3H)-dione ON1C(NC2=CC(=CC=C2C1=O)C1=CC=CC=C1)=O